1-((3aR,5s,6aS)-5-((5-(1-(2,2-difluoroethyl)-1H-benzo[d][1,2,3]triazol-6-yl)-4-methoxy-7H-pyrrolo[2,3-d]pyrimidin-2-yl)amino)hexahydrocyclopenta[c]pyrrol-2(1H)-yl)ethan-1-one FC(CN1N=NC2=C1C=C(C=C2)C2=CNC=1N=C(N=C(C12)OC)NC1C[C@@H]2[C@@H](CN(C2)C(C)=O)C1)F